C(C)(C)(C)N(C(O)=O)C1CCC(CC1)CCN1CCN(CC1)C1=CC=C(C=C1)C1C(NC(CC1)=O)=O.C1(CCC(N1OC(=O)C(C1=CC=CC=C1)(SSC1=NC=CC=C1)C)=O)=O succinimidyloxycarbonyl-α-methyl-α-(2-pyridyldithio)toluene tert-butyl-(4-(2-(4-(4-(2,6-dioxopiperidin-3-yl)phenyl)piperazin-1-yl)ethyl)cyclohexyl)carbamate